N-(4-(naphthalen-2-yl)phenyl)dibenzo[b,d]furan-1-amine C1=C(C=CC2=CC=CC=C12)C1=CC=C(C=C1)NC1=CC=CC=2OC3=C(C21)C=CC=C3